3,5-dimethyl-2-[6-(2-methyl-8-oxa-2,5-diazaspiro[3.5]nonan-5-yl)pyridazin-3-yl]phenol CC=1C(=C(C=C(C1)C)O)C=1N=NC(=CC1)N1C2(CN(C2)C)COCC1